C1(CC1)S(=O)(=NC1=NC(=CC(=C1)N1[C@@H](COCC1)C)C1=C2C(=NC=C1)NC=C2)C Cyclopropyl(methyl)((4-((R)-3-methylmorpholino)-6-(1H-pyrrolo[2,3-b]pyridin-4-yl)pyridin-2-yl)imino)-λ6-sulfanone